[Ca+2].C(CCCCCCCCCCC)C1=C(C=CC=C1)S(=O)(=O)[O-].C(CCCCCCCCCCC)C1=C(C=CC=C1)S(=O)(=O)[O-] dodecyl-benzenesulfonic acid calcium salt